4-methoxy-2-((3-(trifluoromethyl)phenyl)amino)quinoline-7-carboxylic acid COC1=CC(=NC2=CC(=CC=C12)C(=O)O)NC1=CC(=CC=C1)C(F)(F)F